diethyl 2-(3-(4,4,5,5-tetramethyl-1,3,2-dioxaborolan-2-yl)phenoxy)ethylphosphonate CC1(OB(OC1(C)C)C=1C=C(OCCP(OCC)(OCC)=O)C=CC1)C